C(C)OC(=O)C1CC(C(CC1)N=[N+]=[N-])NC(=O)OC(C)(C)C 4-azido-3-(tert-butoxycarbonylamino)cyclohexanecarboxylic acid ethyl ester